C(C)NS(=O)(=O)CC1=C(C=CC=C1)C ethyl-o-methylbenzyl-sulfonamide